C1(CC1)N1C(N=C(N=C1N)N)N N-cyclopropyl-2,4,6-triamino-1,3,5-triazine